C1(CC1)/C(/CN1N=CC2=NC=C(C=C21)C2=CC(=C(C=C2)F)C(F)F)=N/O (Z)-1-Cyclopropyl-2-[6-[3-(difluoromethyl)-4-fluoro-phenyl]pyrazolo[4,3-b]pyridin-1-yl]ethanone oxime